BrC1=CC(=C(O[C@H](C(=O)O)C)C=C1)C=1C=NOC1 (S)-2-[4-bromo-2-(4-isoxazolyl)phenoxy]propionic acid